alpha-epoxycholesterol CC(C)CCCC(C)C1CCC2C1(CCC3C2CC4C5(C3(CCC(C5)O)C)O4)C